(1R)-2-[5-(chloromethyl)-2H-1,2,3,4-tetrazol-2-yl]-1-(4-chlorophenyl)ethan-1-ol ClCC=1N=NN(N1)C[C@H](O)C1=CC=C(C=C1)Cl